CC(CO)(CCC)C 2,2-dimethyl-amyl alcohol